1-((methylthio)methyl)-1H-imidazole-2-carboxylic acid CSCN1C(=NC=C1)C(=O)O